O=C1C(=C(C=NN1)N[C@H](COCCC(=O)O)C)C(F)(F)F 3-[(2S)-2-{[6-oxo-5-(trifluoromethyl)-1,6-dihydropyridazin-4-yl]amino}propoxy]propanoic acid